OC1=C(C(=CC(=C1)C(F)(F)F)C)C=1C=CC=2C(N1)=NN(C2)[C@@H]2CN(CC2)C(C)=O (S)-1-(3-(6-(2-hydroxy-6-methyl-4-(trifluoromethyl)phenyl)-2H-pyrazolo[3,4-b]pyridin-2-yl)pyrrolidin-1-yl)ethan-1-one